diethyl (1-n-propylbenzylidene)malonate C(CC)C1(C=C(C(=O)OCC)C(=O)OCC)CC=CC=C1